C1(=C(C=CC=C1)P(C1=C(C=CC=C1)C)C1=C(C=CC=C1)C)C tri(o-tolyl)-phosphine